2,2'-((2-((2-(3-(2-aminoethyl)-2-oxoimidazolidin-1-yl)ethyl)(2-((cyanomethyl)amino)eth-yl)amino)ethyl)azanediyl)diacetonitrile NCCN1C(N(CC1)CCN(CCN(CC#N)CC#N)CCNCC#N)=O